N-((2-(6-((cis)-2,6-dimethylmorpholino)pyridin-2-yl)-1,6-naphthyridin-7-yl)methyl)-2-(hydroxymethyl)thiochromane-7-carboxamide 1,1-dioxide C[C@@H]1O[C@@H](CN(C1)C1=CC=CC(=N1)C1=NC2=CC(=NC=C2C=C1)CNC(=O)C1=CC=C2CCC(S(C2=C1)(=O)=O)CO)C